1-palmitoyl-2-oleyl-sn-glycero-3-phosphocholine C(CCCCCCCCCCCCCCC)(=O)OC[C@@H](OCCCCCCCC\C=C/CCCCCCCC)COP(=O)([O-])OCC[N+](C)(C)C